C(C)N1C(C2=C(C=C1C(F)(F)F)N=C(N2C)C2=C(C=C(C=N2)C2(CC2)C#N)S(=O)(=N)CC)=O 1-[6-[5-Ethyl-3-methyl-4-oxo-6-(trifluoromethyl)imidazo[4,5-c]pyridin-2-yl]-5-(ethylsulfonimidoyl)-3-pyridyl]cyclopropancarbonitril